1-(1H-imidazol-1-ylmethyl)-4-(2,3,5-trifluorophenyl)pyrrolidin-2-one N1(C=NC=C1)CN1C(CC(C1)C1=C(C(=CC(=C1)F)F)F)=O